4-(2-(4-cinnamylpiperazin-1-yl)ethoxy)benzaldehyde C(C=CC1=CC=CC=C1)N1CCN(CC1)CCOC1=CC=C(C=O)C=C1